C=C1C2CN(C(C1)CC2)C(=O)[O-] 5-methylene-2-azabicyclo[2.2.2]octane-2-carboxylate